2-bromo-5-(1-(methylsulfonyl)ethyl)pyridine BrC1=NC=C(C=C1)C(C)S(=O)(=O)C